4-((4-(((3S,4R)-3-hydroxytetrahydro-2H-pyran-4-yl)oxy)-5-(trifluoromethyl)pyrimidin-2-yl)amino)benzenesulfonamide O[C@H]1COCC[C@H]1OC1=NC(=NC=C1C(F)(F)F)NC1=CC=C(C=C1)S(=O)(=O)N